ethyl (1R,4r)-4-((E)-1-(((R)-tert-butylsulfinyl)imino)propyl)cyclohexane-1-carboxylate C(C)(C)(C)[S@@](=O)\N=C(/CC)\C1CCC(CC1)C(=O)OCC